FC(=C1CC[C@@]2(C(N[C@H]1C2)=O)[Se]C2=CC=CC=C2)F (1R,5S)-4-(Difluoromethylene)-1-(phenylselanyl)-6-azabicyclo[3.2.1]octan-7-one